C(C)C=1SC(=C(N1)C1=NC(=CC=C1)C)OC1=CC(=NC=C1)NC1=CC(=NC=C1)C(=O)O 4-((4-((2-ethyl-4-(6-methylpyridin-2-yl)thiazol-5-yl)oxy)pyridin-2-yl)amino)picolinic acid